C(CCCCCCC)(=O)[O-].[CH2+]CCCC=CCCC 5-nonenylium octanoate